1-[2-(ethylamino)-4-isopropyl-7-oxo-thieno[2,3-d]pyridazin-6-yl]cyclopropanecarboxylic acid C(C)NC1=CC2=C(C(N(N=C2C(C)C)C2(CC2)C(=O)O)=O)S1